NC1=NC(=C(C(=N1)Cl)CC=1C=C(C(=O)OC)C=CC1OC)C methyl 3-((2-amino-4-chloro-6-methylpyrimidin-5-yl) methyl)-4-methoxybenzoate